CC(CCCC)C=1C=C(C(=C(C1)O)[C@H]1[C@@H](CCC(=C1)C)C(=C)C)O (1'R,2'R)-4-(Hexane-2-yl)-5'-methyl-2'-(prop-1-en-2-yl)-1',2',3',4'-tetrahydro-[1,1'-biphenyl]-2,6-diol